5-chloro-N-((2-(2,6-dioxopiperidin-3-yl)-1-oxoisoindolin-5-yl)methyl)-1H-indole-3-carboxamide ClC=1C=C2C(=CNC2=CC1)C(=O)NCC=1C=C2CN(C(C2=CC1)=O)C1C(NC(CC1)=O)=O